Cl.Cl.O[C@@H](CNC(CC1CCC(CC1)NC(C)=O)(C)C)C1=NC(=CC=C1)C(F)(F)F N-((1R,4s)-4-(2-(((S)-2-Hydroxy-2-(6-(trifluoromethyl)pyridin-2-yl)-ethyl)amino)-2-methylpropyl)cyclohexyl)acetamide dihydrochloride